(7-(4-Chloro-3-methoxyphenoxy)-2-azaspiro[3.5]nonan-2-yl)((1s,3s)-3-hydroxy-3-methylcyclobutyl)methanone ClC1=C(C=C(OC2CCC3(CN(C3)C(=O)C3CC(C3)(C)O)CC2)C=C1)OC